formthioimidate C(=N)[S-]